BrC1=CC=C(C2=C1NN=N2)C=2C=NN(C2)C2OCCCC2 7-bromo-4-(1-tetrahydropyran-2-ylpyrazole-4-yl)-benzotriazole